(1S,2S,3R,5S)-2-(chloromethyl)-6,6-dimethylbicyclo[3.1.1]heptane-2,3-diol ClC[C@@]1([C@@H]2C([C@H](C[C@H]1O)C2)(C)C)O